C1=CC(=C2C(=C1)N=NS2)C(=O)S The molecule is a benzothiadiazole that is 1,2,3-benzothiadiazole in which the hydrogen at position 7 is replaced by a sulfanylcarbonyl group. It is used (particularly as its S-methyl thioester) as a fungicide and plant activator. It has a role as a plant activator and an antifungal agrochemical.